Cl.FC([C@@H](C)NC(=O)C1=NOC2=C1CNCC2)(F)F (R)-N-(1,1,1-trifluoropropan-2-yl)-4,5,6,7-tetrahydroisoxazolo[4,5-c]pyridine-3-carboxamide hydrochloride